(R)-tert-butyl methyl(1-(5-(5-methyl-4-(2-oxo-2,3-dihydrobenzo[d]oxazol-5-ylamino)pyrimidin-2-ylamino)pyridin-2-yl)piperidin-3-yl)carbamate CN(C(OC(C)(C)C)=O)[C@H]1CN(CCC1)C1=NC=C(C=C1)NC1=NC=C(C(=N1)NC=1C=CC2=C(NC(O2)=O)C1)C